7-bromo-N-(5-fluoroquinolin-6-yl)-5-((1R)-1-(tetrahydrofuran-3-yl)ethoxy)quinazolin-4-amine BrC1=CC(=C2C(=NC=NC2=C1)NC=1C(=C2C=CC=NC2=CC1)F)O[C@H](C)C1COCC1